COC(=O)C=1C=C2COC3(C2=CC1F)CC3 6'-Fluoro-3'H-spiro[cyclopropane-1,1'-isobenzofuran]-5'-carboxylic acid methyl ester